C(CCCC)C1=CC=C(C=C1)NC1CCC(CC1)NC(OC(C)(C)C)=O tert-butyl (4-((4-pentylphenyl)amino)cyclohexyl)carbamate